ClC1=C(C=C(C=C1)C(F)(F)F)OCC1=C(C=CC=C1)C=C 1-chloro-4-(trifluoromethyl)-2-((2-vinylbenzyl)oxy)benzene